BrCC(=O)C=1C=NC(=CC1)C(F)(F)F 2-bromo-1-[6-(trifluoromethyl)pyridin-3-yl]ethanone